COC1=C(C=CC=C1C=1C=NN(C1)[C@@H]1[C@H](CCC1)OC)C1=NN(C2=CN=C(C=C21)NC(=O)C2CC2)C N-(3-(2-methoxy-3-(1-((1S,2S)-2-methoxycyclopentyl)-1H-pyrazol-4-yl)phenyl)-1-methyl-1H-pyrazolo[3,4-c]pyridin-5-yl)cyclopropanecarboxamide